2-(1-hydroxyethyl)benzofuran OC(C)C=1OC2=C(C1)C=CC=C2